1-hydroxy-4-methyl-6-(2,4,4-trimethylpentyl)-2(1H)-pyridone ethanolamine salt C(O)CN.ON1C(C=C(C=C1CC(CC(C)(C)C)C)C)=O